SCCSCC1=C(C=CC=C1)CSCCS 1,2-bis(2-mercaptoethylthio-methyl)benzene